C(C)(C)[Si](OC[C@@H](OC1OCCCC1)C=1C=NC=CC1)(C(C)C)C(C)C Triisopropyl-[(2S)-2-(3-pyridyl)-2-tetrahydropyran-2-yloxy-ethoxy]silane